5-((1r,4r)-2-oxo-5-azabicyclo[2.2.1]heptan-5-yl)-N-(3-chloro-1-((1r,4r)-4-formylcyclohexyl)-1H-pyrazol-4-yl)pyrazolo[1,5-a]pyrimidine-3-carboxamide O=C1[C@H]2CN([C@@H](C1)C2)C2=NC=1N(C=C2)N=CC1C(=O)NC=1C(=NN(C1)C1CCC(CC1)C=O)Cl